FC1([C@@H]([C@@H](N(C1)C(C(C)(C)O)=O)CC=1C(=C(C=CC1)C1=C(C=CC(=C1)F)F)F)NS(=O)(=O)C)F N-{(2S,3R)-4,4-difluoro-1-(2-hydroxy-2-methylpropanoyl)-2-[(2,2',5'-trifluoro[1,1'-biphenyl]-3-yl)methyl]pyrrolidin-3-yl}-methanesulfonamide